dipropyl-dibutyl-phosphine C(CC)C(CCC)(PCCCC)CCC